(R)-(1-(3-(([1,1'-biphenyl]-3-ylmethyl)amino)-3-oxopropionamido)-2-phenylethyl)boronic acid C1(=CC(=CC=C1)CNC(CC(=O)N[C@@H](CC1=CC=CC=C1)B(O)O)=O)C1=CC=CC=C1